[SiH3]O[SiH](O[SiH3])O[SiH3] trisilyloxysilane